3-formyl-N-[(1S,2S)-2-hydroxycyclohexyl]benzamide C(=O)C=1C=C(C(=O)N[C@@H]2[C@H](CCCC2)O)C=CC1